tert-Butyl 4-(5-(1-(3-ethoxy-3-oxopropyl)ureido)-4-fluoro-3-methyl-1H-indol-1-yl)piperidine-1-carboxylate C(C)OC(CCN(C(=O)N)C=1C(=C2C(=CN(C2=CC1)C1CCN(CC1)C(=O)OC(C)(C)C)C)F)=O